(1-phenylazetidin-3-yl)pyridine-2-carbonitrile C1(=CC=CC=C1)N1CC(C1)C=1C(=NC=CC1)C#N